NC1=C(C(=NN1C(C)C)C(=O)NC=1C(=NC=C(C1)NC(CC=1C=NC(=CC1)Cl)=O)F)C(=O)N 5-amino-N3-(5-(2-(6-chloropyridin-3-yl)acetamido)-2-fluoropyridin-3-yl)-1-isopropyl-1H-pyrazole-3,4-dicarboxamide